N-(4-fluoro-1-methyl-3-(trifluoromethyl)-1H-pyrazol-5-yl)-2-((4-trifluoromethylphenyl)amino)benzamide FC=1C(=NN(C1NC(C1=C(C=CC=C1)NC1=CC=C(C=C1)C(F)(F)F)=O)C)C(F)(F)F